(5-fluoro-3-carbamoylphenyl)-5-nitrofuran-2-carboxamide FC=1C=C(C=C(C1)C1=C(OC(=C1)[N+](=O)[O-])C(=O)N)C(N)=O